C(C=C)(=O)N1[C@H](CN(C[C@H]1C)C1=NC(N2C3=C(C(=C(C=C13)C(F)(F)F)C=1SC(=CC1)Cl)SC[C@@H]2COC)=O)C (S)-7-((3S,5R)-4-propenoyl-3,5-dimethylpiperazin-1-yl)-10-(5-chlorothien-2-yl)-3-(methoxymethyl)-9-(trifluoromethyl)-2H-[1,4]thiazino[2,3,4-ij]quinazolin-5(3H)-one